ClC1=C(C(=O)O)C=CC(=C1)NC(=O)C1=NN2C(N=CC=C2C2=CC(=C(C=C2)OC)OC)=C1 2-chloro-4-(7-(3,4-dimethoxyphenyl)pyrazolo[1,5-a]pyrimidine-2-carboxamido)benzoic acid